FC(C1=NN=C(S1)N1N=CC2=C(C=C(C=C12)S(=O)(=O)NC1(COC1)C)N1CCN(CC1)C)F 1-[5-(difluoromethyl)-1,3,4-thiadiazol-2-yl]-N-(3-methyloxetan-3-yl)-4-(4-methylpiperazin-1-yl)indazole-6-sulfonamide